CC(C)(C)[S@@](=O)N[C@H]1[C@H](OCC12CCN(CC2)C(=O)OC(C)(C)C)C tert-butyl (3R,4R)-4-((R)-1,1-dimethylethylsulfinamido)-3-methyl-2-oxa-8-azaspiro[4.5]decane-8-carboxylate